4-(6-(4-acrylamidophenyl)-4-aminopyrrolo[2,1-f][1,2,4]triazin-5-yl)-N-(2,2,2-trifluoroethyl)benzamide C(C=C)(=O)NC1=CC=C(C=C1)C=1C(=C2C(=NC=NN2C1)N)C1=CC=C(C(=O)NCC(F)(F)F)C=C1